methyl 2-(6-bromo-8-fluoro-4-isopropyl-1-oxophthalazin-2(1H)-yl)acetate BrC=1C=C2C(=NN(C(C2=C(C1)F)=O)CC(=O)OC)C(C)C